1-(2-((4-methoxy-5-(3-methyl-[1,2,4]triazolo[4,3-a]pyridin-6-yl)-7H-pyrrolo[2,3-d]pyrimidin-2-yl)amino)-7-azaspiro[3.5]nonan-7-yl)ethan-1-one COC=1C2=C(N=C(N1)NC1CC3(C1)CCN(CC3)C(C)=O)NC=C2C=2C=CC=3N(C2)C(=NN3)C